2-bromopyrazolo[1,5-a]pyrimidin-7(4H)-one BrC1=NN2C(NC=CC2=O)=C1